4-(1-(1-propenoylpyrrolidin-3-yl)-5-aminoimidazo[1,5-c]pyrimidin-3-yl)-N-(4-methoxypyridin-2-yl)benzamide C(C=C)(=O)N1CC(CC1)C=1N=C(N2C(=NC=CC21)N)C2=CC=C(C(=O)NC1=NC=CC(=C1)OC)C=C2